BrC=1C=C(C=C2C=NNC12)S(=O)(=O)N1CCC(CC1)C1=CC=CC=C1 7-bromo-5-[(4-phenyl-1-piperidyl)sulfonyl]-1H-indazole